2-chloro-N-(4-(oxazol-5-yl)phenyl)-N-(2-oxo-1-(pyrimidin-5-yl)-2-((1-toluenesulfonylethyl)amino)ethyl)acetamide ClCC(=O)N(C(C(NC(C)S(=O)(=O)CC1=CC=CC=C1)=O)C=1C=NC=NC1)C1=CC=C(C=C1)C1=CN=CO1